CC1(OCCN(C1)C(C(C#CC1=C2CCCN(C2=CC=C1)C1=NC=2N(C3=CC=CC(=C13)F)C(=NN2)C)(C)C)=O)C 1-(2,2-dimethylmorpholino)-4-(1-(6-fluoro-1-methyl-[1,2,4]triazolo[4,3-a]quinazolin-5-yl)-1,2,3,4-tetrahydroquinolin-5-yl)-2,2-dimethylbut-3-yn-1-one